N-(1-(4-chlorophenyl)-2,2,2-trifluoroethyl)-1,5-dimethyl-6-oxo-1,6-dihydropyridine-3-sulfonamide ClC1=CC=C(C=C1)C(C(F)(F)F)NS(=O)(=O)C1=CN(C(C(=C1)C)=O)C